C(C)(C)(C)N(C(=O)C=1C2=C(N(N1)C1=CC(=CC(=C1)Cl)Cl)C=1C=C(C(=CC1OC2)OC)C=2C(=NN(C2C)CC(=O)N(C)C)C)C N-tert-butyl-1-(3,5-dichlorophenyl)-8-(1-(2-(dimethylamino)-2-oxoethyl)-3,5-dimethyl-1H-pyrazol-4-yl)-7-methoxy-N-methyl-1,4-dihydrochromeno[4,3-c]pyrazole-3-carboxamide